NC1=C(C(NC2=C(C=CC=C12)C1=C(C=CC(=C1)OCC1=NC=CC(=C1)OC)F)=O)C(=O)NCCC 4-Amino-8-[2-fluoro-5-[(4-methoxy-2-pyridyl)methoxy]phenyl]-2-oxo-N-propyl-1H-quinoline-3-carboxamide